NC[C@@]1(OC2=C(C1)C(=C(C(=C2)F)Cl)C2=C(C(=O)N)C=CC(=C2F)OC(CO)(F)F)C2=CC=CC=C2 2-((2s,4s)-2-(aminomethyl)-5-chloro-6-fluoro-2-phenyl-2,3-dihydrobenzofuran-4-yl)-4-(1,1-difluoro-2-hydroxyethoxy)-3-fluorobenzamide